Methyl 2-(2-phenylbutyrylamino)-5-carbamoyl-4-methylthiophene-3-carboxylate C1(=CC=CC=C1)C(C(=O)NC=1SC(=C(C1C(=O)OC)C)C(N)=O)CC